Benzyl (9S,12S)-9-{[(benzyloxy)carbonyl]amino}-12-(4-{[(benzyloxy)carbonyl]amino}butyl)-3,10,13-trioxo-1-phenyl-2-oxa-4,11,14-triazaicosan-20-oate C(C1=CC=CC=C1)OC(=O)N[C@@H](CCCCNC(OCC1=CC=CC=C1)=O)C(N[C@H](C(NCCCCCC(=O)OCC1=CC=CC=C1)=O)CCCCNC(=O)OCC1=CC=CC=C1)=O